(S)-2,2-dimethyl-1-(5-phenyl-4,5-dihydro-1H-pyrazol-1-yl)propan-1-one CC(C(=O)N1N=CC[C@H]1C1=CC=CC=C1)(C)C